(exo-3-azabicyclo[3.1.0]hex-6-yl)carbamic acid tert-butyl ester C(C)(C)(C)OC(NC1C2CNCC12)=O